ClC=1C(=NC(=NC1)N[C@H]1[C@@H](COCC1)O)C=1C=C(C=2N(C1)C(=C(N2)C)C(C)C)Cl (3S,4R)-4-((5-chloro-4-(8-chloro-3-isopropyl-2-methylimidazo[1,2-a]pyridin-6-yl)pyrimidin-2-yl)amino)tetrahydro-2H-pyran-3-ol